N-((benzofuran-2-yl)methylene)-2-methylpropane-2-sulfinamide O1C(=CC2=C1C=CC=C2)C=NS(=O)C(C)(C)C